5-acetamido-N1,N3-bis(1,3-dihydroxypropan-2-yl)-2,4,6-triiodoisophthalamide C(C)(=O)NC=1C(=C(C(=C(C(=O)NC(CO)CO)C1I)I)C(=O)NC(CO)CO)I